Cl.FC(OC1(CCC1)C1=NN=C(O1)[C@@H]1CC[C@H](CO1)N)(F)F (3r,6s)-6-(5-(3-cis-(trifluoromethoxy)cyclobutyl)-1,3,4-oxadiazol-2-yl)tetrahydro-2H-pyran-3-amine HCl salt